Ethyl (E)-4-{[3-(3-chloro-10,11-dihydro-5H-dibenzo[b,f]azepin-5-yl)3-oxo-propyl]amino}but-2-enoate maleate C(\C=C/C(=O)O)(=O)O.ClC=1C=CC2=C(N(C3=C(CC2)C=CC=C3)C(CCNC/C=C/C(=O)OCC)=O)C1